1,3-bis[(di-t-butylphosphino)oxy]benzene C(C)(C)(C)P(OC1=CC(=CC=C1)OP(C(C)(C)C)C(C)(C)C)C(C)(C)C